CN(C1=CC=C(C=CN1)N=C(O)C=1C=CC=2C3=CC=C(C=4C(=CC=C(C5=CC=C(C1C52)C(O)=NC=5C=CNC(=CC5)N(C)C)C43)C(=O)O)C(=O)O)C N,N'-bis[7-(dimethylamino)-4-azepinyl]-3,4,9,10-perylenetetracarboxylic acid diimide